((2-(((5S,8S,10aR)-8-(dimethyl-carbamoyl)-3-isobutyl-6-oxo-decahydro-pyrrolo[1,2-a][1,5]diazocin-5-yl)carbamoyl)-1H-indol-5-yl)difluoro-methyl)phosphonic acid CN(C(=O)[C@@H]1CC[C@H]2N1C([C@H](CN(CC2)CC(C)C)NC(=O)C=2NC1=CC=C(C=C1C2)C(F)(F)P(O)(O)=O)=O)C